CCC(=O)OC(CC(=O)[O-])C[N+](C)(C)C propionyl-L-carnitine